methyl 1-(6-fluoropyridin-3-yl)-3-iodo-7-methyl-1H-indazole-6-carboxylate FC1=CC=C(C=N1)N1N=C(C2=CC=C(C(=C12)C)C(=O)OC)I